CC1=CC=C(CNC(C)=O)C=C1 N-(4-methylbenzyl)acetamide